3-[4-(Difluoromethoxy)-3-fluorophenyl]-4-[4-[(3S)-1-(3-fluoropropyl)pyrrolidin-3-yl]oxyphenyl]-2H-thiochromen-7-ol FC(OC1=C(C=C(C=C1)C=1CSC2=CC(=CC=C2C1C1=CC=C(C=C1)O[C@@H]1CN(CC1)CCCF)O)F)F